1-(2,3-difluoropropyl)-2-methylbenzene FC(CC1=C(C=CC=C1)C)CF